ClC1=C(C=CC2=C1C(=NCC(N2)=S)C2=C(C=CC(=C2)OC)F)C(F)(F)F 6-chloro-5-(2-fluoro-5-methoxy-phenyl)-7-(trifluoromethyl)-1,3-dihydro-1,4-benzodiazepine-2-Thione